6-(benzyloxy)-7-methoxy-3,4-dihydro-2H-1,2λ6,3-benzoxathiazine-2,2-dione C(C1=CC=CC=C1)OC=1C(=CC2=C(CNS(O2)(=O)=O)C1)OC